ClC=1C=C(C=CC1)C(CN(C)C1CC1)O 1-(3-chlorophenyl)-2-(cyclopropyl(methyl)amino)ethan-1-ol